OC1=CC(=CC=2NC(=NC21)C)C(=O)O 4-hydroxy-2-methyl-1H-benzo[d]imidazole-6-carboxylic acid